tungsten molybdenum tin [Sn].[Mo].[W]